ClC1=CC(=C(C=C1)C1(OC2=C(C1)C=CC=C2C=2CCN(CC2)C(=O)OC(C)(C)C)C)F tert-butyl 4-(2-(4-chloro-2-fluorophenyl)-2-methyl-2,3-dihydrobenzofuran-7-yl)-3,6-dihydropyridine-1(2H)-carboxylate